ClC1=CC=C(C(=N1)S(=O)(=O)OC1=C(C(=C(C(=C1F)F)F)F)F)O[C@H](C)C=1C=C(C=C2C(C(=C(OC12)C=1C=NN(C1)C[C@H](C)O)C)=O)C (2,3,4,5,6-Pentafluorophenyl) 6-chloro-3-[(1R)-1-[2-[1-[(2S)-2-hydroxypropyl]pyrazol-4-yl]-3,6-dimethyl-4-oxo-chromen-8-yl]ethoxy]pyridine-2-sulfonate